BrC=1N=CC(=NC1)CN1CC2(COC2)C1 6-((5-Bromopyrazin-2-yl)methyl)-2-oxa-6-azaspiro[3.3]heptane